C(C)OC(=O)C1=C(C2=C(N(C(N(C2=O)CCO)=O)CC)S1)C 1-ethyl-3-(2-hydroxyethyl)-5-methyl-2,4-dioxo-1H,2H,3H,4H-thieno[2,3-d]pyrimidine-6-carboxylic acid ethyl ester